(6-(4-(8-chloroquinoxalin-2-yl)-1H-pyrazol-1-yl)hexyl)carbamic acid tert-butyl ester C(C)(C)(C)OC(NCCCCCCN1N=CC(=C1)C1=NC2=C(C=CC=C2N=C1)Cl)=O